CC1=NN(C(=C1Br)C(=O)OC(C)(C)C1=CC(=NC=C1Cl)N)CC(F)F 2-(2-amino-5-chloropyridin-4-yl)propan-2-ol Methyl-4-bromo-1-(2,2-difluoroethyl)pyrazole-5-carboxylate